7-aminoheptanolactam NC1CCCCCC(=O)N1